BrC=1C=C(C=CC1)N1CC(C1)=O 1-(3-bromophenyl)azetidin-3-one